(R)-2-(5-(2-((2,3-dihydro-1H-inden-2-yl)amino)-6,7-dihydro-5H-cyclopenta[d]pyrimidin-5-yl)-1,3,4-oxadiazol-2-yl)-1-(3,4,6,7-tetrahydro-5H-[1,2,3]triazolo[4,5-c]pyridin-5-yl)ethan-1-one C1C(CC2=CC=CC=C12)NC=1N=CC2=C(N1)CC[C@H]2C2=NN=C(O2)CC(=O)N2CC1=C(CC2)N=NN1